CN(C1=CC=C(CN2CC3=C(CC2)C(=C(S3)NC(=O)NCCCCN3CCCC3)C(=O)N)C=C1)C 6-(4-dimethylaminobenzyl)-2-{3-[4-(pyrrolidin-1-yl)butyl]ureido}-4,5,6,7-tetrahydrothieno[2,3-c]pyridine-3-carboxamide